(2R,3S)-N-((2R,3R,4R,5S,6S)-6-((7H-purin-6-yl)amino)-4,5-dihydroxy-2-(hydroxymethyl)tetrahydro-2H-pyran-3-yl)-2-amino-3-hydroxybutanamide N1=CN=C2N=CNC2=C1N[C@@H]1[C@H]([C@@H]([C@H]([C@@H](O1)CO)NC([C@@H]([C@H](C)O)N)=O)O)O